N(=[N+]=[N-])C[C@@H]1[C@@H]([C@H]([C@H]2OC(OC[C@H]2O1)(C)C)N1N=NC(=C1)C1=C(C(=C(C=C1)Br)F)F)OC 1-((4aR,6R,7R,8R,8aR)-6-(Azidomethyl)-7-methoxy-2,2-dimethylhexahydropyrano[3,2-d][1,3]dioxin-8-yl)-4-(4-bromo-2,3-difluorophenyl)-1H-1,2,3-triazole